[C@@H]1([C@@H](CC1)C(=O)O)C(=O)O TRANS-CYCLOBUTANE-1,2-DICARBOXYLIC ACID